C[C@H](C[C@H](C)OC=1C(=CC(=C(C1C1=CC(=CC=C1)F)O)C1=C2C=C3C(CCC(C3=CC2=CC2=CC=3C(CCC(C3C=C12)(C)C)(C)C)(C)C)(C)C)C(C)(CC(C)(C)C)C)OC1=CC=C(C=C1C=1C(=C(C=C(C1)C(C)(CC(C)(C)C)C)C1=C2C=C3C(CCC(C3=CC2=CC2=CC=3C(CCC(C3C=C12)(C)C)(C)C)(C)C)(C)C)O)F 6,6'''-(((2R,4S)-pentane-2,4-diyl)bis(oxy))bis(3'-fluoro-3-(1,1,4,4,8,8,11,11-octamethyl-1,2,3,4,8,9,10,11-octahydropentacen-6-yl)-5-(2,4,4-trimethylpentan-2-yl)-[1,1'-biphenyl]-2-ol)